[Br-].C(=C)[N+]1=CN(C=C1)CC=C 3-vinyl-1-(2-propen-1-yl)-1H-imidazolium bromide